(S)-3-(5-(Ethylsulfonyl)-2,3-difluorophenyl)-6-(1-methyl-1H-pyrazol-4-yl)-N-(tetrahydrofuran-3-yl)pyrazolo[1,5-a]pyrimidin-5-amine C(C)S(=O)(=O)C=1C=C(C(=C(C1)C=1C=NN2C1N=C(C(=C2)C=2C=NN(C2)C)N[C@@H]2COCC2)F)F